tripropoxy phosphate P(=O)(OOCCC)(OOCCC)OOCCC